(R or S,4S)-4-(difluoromethyl)-N'-((2,4,5,6-tetrahydro-1H-cyclobuta[f]inden-3-yl)carbamoyl)-4,5,6,7-tetrahydrothieno[3,2-c]pyridine-2-sulfonimidamide FC([C@H]1NCCC2=C1C=C(S2)[S@@](=O)(N)=NC(NC2=C1C(=CC=3CCCC23)CC1)=O)F |o1:11|